[(2R,3R,4S,5R,6S)-3,4,5-Trihydroxy-6-[3-hydroxy-4-[(E)-3-phenylprop-2-enoyl]phenoxy]oxan-2-yl]methyl 3,4,5-trihydroxybenzoate OC=1C=C(C(=O)OC[C@H]2O[C@H]([C@@H]([C@H]([C@H]2O)O)O)OC2=CC(=C(C=C2)C(\C=C\C2=CC=CC=C2)=O)O)C=C(C1O)O